6-(4,4,5,5-tetramethyl-1,3,2-dioxaborolan-2-yl)pyrazine CC1(OB(OC1(C)C)C1=CN=CC=N1)C